C(C)(C)(C)OC(NC=1C=NC=C(C1)C1=NC=CC=N1)=O [5-(pyrimidin-2-yl)pyridin-3-yl]carbamic acid tert-butyl ester